6-((1,3-Dimethyl-1H-indazol-6-yl)methyl)-2-azaspiro[3.3]heptan CN1N=C(C2=CC=C(C=C12)CC1CC2(CNC2)C1)C